COC(C1=C(N=C(C=C1)C(F)(F)F)OCC=1N=NN(N1)C)=O 2-((2-methyl-2H-tetrazol-5-yl)methoxy)-6-(trifluoromethyl)nicotinic acid methyl ester